NC1=CC(=C(OC2=C(C=C(C(=C2)C(C)(C)C)OC2=C(C=C(C=C2)N)C(F)(F)F)C(C)(C)C)C=C1)C(F)(F)F 1,4-bis(4-amino-2-trifluoromethylphenoxy)-2,5-di-t-butylbenzene